1,3-bis(triethoxysilyl)benzene C(C)O[Si](C1=CC(=CC=C1)[Si](OCC)(OCC)OCC)(OCC)OCC